FC(OC1=NC(=CC=C1NC(=O)C1(CN(C1)C=1N(C(=CN1)C(=O)O)C)C1=C(C=CC=C1)C(C)C)C)F 2-(3-((2-(difluoromethoxy)-6-methylpyridin-3-yl)carbamoyl)-3-(2-isopropylphenyl)azetidin-1-yl)-1-methyl-1H-imidazole-5-carboxylic acid